COC1=CC(=CC(=C1O)OC)C2=CC(=O)C3=C(O2)C=C(C=C3O[C@H]4[C@@H]([C@H]([C@@H]([C@H](O4)CO)O)O)O)O The molecule is a glycosyloxyflavone that is 3',5'-di-O-methyltricetin (tricin) in which the phenolic hydrogen at position 5 has been replaced by a beta-D-glucopyranosyl group. It has a role as a plant metabolite. It is a beta-D-glucoside, a dimethoxyflavone, a monosaccharide derivative, a polyphenol, a dihydroxyflavone and a glycosyloxyflavone. It derives from a 3',5'-di-O-methyltricetin.